N-(3-methoxy-4-{[3-(4-{[(1R,4R)-4-{2-oxa-6-azaspiro[3.3]heptan-6-yl}cyclohexyl]amino}-1-(2,2,2-trifluoroethyl)-1H-indol-2-yl)prop-2-yn-1-yl]amino}benzenesulfonyl)acetamide COC=1C=C(C=CC1NCC#CC=1N(C2=CC=CC(=C2C1)NC1CCC(CC1)N1CC2(COC2)C1)CC(F)(F)F)S(=O)(=O)NC(C)=O